FC1=C(C=CC(=N1)C(=O)NC([2H])([2H])[2H])N1[C@@H](CN(CC1)CC=1C(=C2NC(C(=NC2=CC1)C)=O)F)C (R)-6-fluoro-5-(4-((5-fluoro-2-methyl-3-oxo-4H-quinoxalin-6-yl)methyl)-2-methylpiperazin-1-yl)-N-(methyl-d3)pyridine-2-carboxamide